5-{4-[(2-ethoxyethyl)amino]-3-(trifluoromethyl)phenyl}-3,6-dihydro-2H-1,3,4-oxadiazin C(C)OCCNC1=C(C=C(C=C1)C1=NNCOC1)C(F)(F)F